Dimethylstigmasta-9(11),24(28)-dien-3-ol CC1=C2[C@]3(CCC(CC3CC[C@H]2[C@@H]2CC[C@H]([C@@H](CCC(=C(C)C)C(C)C)C)[C@]2(C1)C)O)C